2-(but-3-ynyl)isoindole-1,3-dione C(CC#C)N1C(C2=CC=CC=C2C1=O)=O